7-Amino-4-Methyl-coumarin tert-butyl-1-oxo-7-azaspiro[3.5]nonane-7-carboxylate C(C)(C)(C)OC(=O)N1CCC2(CCC2=O)CC1.NC1=CC=C2C(=CC(OC2=C1)=O)C